BrC=1C=C2C(=NC1)N(N=C2CC)C2OCCCC2 5-bromo-3-ethyl-1-(oxan-2-yl)pyrazolo[3,4-b]pyridine